C(CCCCC)C(COC(CCCCCCCNC(CCN(CCNC(OC(C)(C)C)=O)CCC(NCCCCCCCCC(=O)OCC(CCCCCC)CCCCCC)=O)=O)=O)CCCCCC 2-hexyloctyl 8-(3-((8-((2-hexyloctyl) oxy)-8-oxooctyl) amino)-3-oxopropyl)-2,2-dimethyl-4,11-dioxo-3-oxa-5,8,12-triazaeicosane-20-carboxylate